C(C1=CC=CC=C1)OC1=CC=2N(C3=CC=CC=C13)C(=CN2)C(C)C 5-(benzyloxy)-1-isopropylimidazo[1,2-a]quinoline